1-Heptyl-3-propylpyrrolium acetat C(C)(=O)[O-].C(CCCCCC)[NH+]1C=C(C=C1)CCC